(R)-2,2,3,3,11,11-hexamethyl-9-oxo-4,10-dioxa-8-aza-3-siladodecan-6-yl methanesulfonate CS(=O)(=O)O[C@@H](CO[Si](C(C)(C)C)(C)C)CNC(OC(C)(C)C)=O